4-fluoro-6-methoxy-2-(4-pyridyl)-5-trifluoromethylpyridine FC1=CC(=NC(=C1C(F)(F)F)OC)C1=CC=NC=C1